C(C1=CC=CC=C1)OC1CC(C1)OC1=CC=C(C=C1)F 1-((1R,3R)-3-(benzyloxy)cyclobutoxy)-4-fluorobenzene